ClC1=C(C(=O)N2C[C@@H]3CC[C@H](C2)N3)C=CC(=C1)F (1S,5R)-3-(2-chloro-4-fluoro-benzoyl)-3,8-diazabicyclo[3.2.1]octan